C(=C)C1=CC=C(CC(CCCCCCCCCC2=NNC(=N2)N)C2=NNC(=N2)N)C=C1 1-(4-vinylbenzyl)-3,3'-decamethylenebis(5-amino-1H-1,2,4-triazole)